lithium 3-[6-(methoxycarbonylamino)-3-pyridyl]imidazo[1,2-a]pyridine-6-carboxylate COC(=O)NC1=CC=C(C=N1)C1=CN=C2N1C=C(C=C2)C(=O)[O-].[Li+]